C1CCC2=C(C=3CCCC3C=C12)NC(=O)N=[S@](=O)(N)C=1C=NC(=CC1)C(C)(C)O (R)-N'-((1,2,3,5,6,7-hexahydro-s-indacen-4-yl)-carbamoyl)-6-(2-hydroxy-propan-2-yl)-pyridine-3-sulfonimidamide